CC1(CC1)CNCC=1C=CC=2N(C1)C=C(N2)CN2N=NC(=C2)C=2C=NC=C(C2)N2CCCC2 1-(1-methylcyclopropyl)-N-((2-((4-(5-(pyrrolidin-1-yl)pyridin-3-yl)-1H-1,2,3-triazol-1-yl)methyl)imidazo[1,2-a]pyridin-6-yl)methyl)methylamine